CC(C1=CC=CC=C1)NC(=O)CCCl 3-chloro-N-(1-phenylethyl)propanamide